(3E)-10-iodo-3-decen-1-ol ICCCCCC/C=C/CCO